Aluminum Tungsten [W].[Al]